5,5-Dimethyl-isoxazolidin-3-one CC1(CC(NO1)=O)C